OC1=CC=C(C=C1)C(\C=C\C1=CC(=C(C=C1)OC)COC1=CC=C(C=C1)OC)=O (E)-1-(4-Hydroxyphenyl)-3-[4-methoxy-3-[(4-methoxyphenoxy)methyl]phenyl]prop-2-en-1-one